7-(4,4,5,5-tetramethyl-1,3,2-dioxaborolan-2-yl)benzo[d][1,3]dioxan CC1(OB(OC1(C)C)C=1C=CC2=C(OCOC2)C1)C